1,1'-(3,3',5,5'-tetrabromo[1,1'-biphenyl]-4,4'-diyl)bis{4-amino-3-[(E)-diazenyl]naphthalene-1-carboxylic acid} BrC=1C=C(C=C(C1C1(CC(=C(C2=CC=CC=C12)N)\N=N\[H])C(=O)O)Br)C1=CC(=C(C(=C1)Br)C1(CC(=C(C2=CC=CC=C12)N)\N=N\[H])C(=O)O)Br